2-(((3S,4R,6S,6R)-6-(7-((4-methylbenzyl)amino)-5-(propylsulfanyl)-3H-[1,2,3]Triazolo[4,5-d]Pyrimidin-3-yl)-2,2-dimethyltetrahydro-4H-cyclopenta[d][1,3]Dioxolan-4-yl)oxy)ethan-1-ol CC1=CC=C(CNC=2C3=C(N=C(N2)SCCC)N(N=N3)[C@H]3C[C@H](C2C3OC(O2)(C)C)OCCO)C=C1